(3-(3-Phenylimidazo[1,2-a]pyridin-6-yl)phenyl)acetamide C1(=CC=CC=C1)C1=CN=C2N1C=C(C=C2)C=2C=C(C=CC2)CC(=O)N